trans-4-(3-(2-(6-(1-methyl-1H-tetrazol-5-yl)pyridin-3-yl)ethenyl)-1H-indazol-6-yl)pyrimidin-2-amine CN1N=NN=C1C1=CC=C(C=N1)/C=C/C1=NNC2=CC(=CC=C12)C1=NC(=NC=C1)N